2-[(2R)-3-(3,4-Dihydro-1H-isochinolin-2-yl)-2-hydroxy-propyl]-6-(4-pyrrolidin-1-yl-1-piperidyl)-3,4-dihydroisochinolin-1-on C1N(CCC2=CC=CC=C12)C[C@H](CN1C(C2=CC=C(C=C2CC1)N1CCC(CC1)N1CCCC1)=O)O